5-(Piperidin-1-yl)pyrazolo[1,5-a]pyrimidin-3-amine N1(CCCCC1)C1=NC=2N(C=C1)N=CC2N